isopropyl 4-(((3R,6S)-1-((benzyloxy) carbonyl)-6-methylpiperidin-3-yl) amino)-7H-pyrrolo[2,3-d]pyrimidine-5-carboxylate C(C1=CC=CC=C1)OC(=O)N1C[C@@H](CC[C@@H]1C)NC=1C2=C(N=CN1)NC=C2C(=O)OC(C)C